4-(trifluoromethyl)benzoylmethylenedimethyl-sulfur bromide FC(C1=CC=C(C(=O)C=[S](C)(C)Br)C=C1)(F)F